norbornene-2-amide C12C(=CC(CC1)C2)C(=O)N